4-chloro-5-(4-chlorophenyl)-2-[[4-[5-(trifluoromethyl)-1,2,4-oxadiazol-3-yl]phenyl]methyl]pyrazole-3-carbonitrile ClC1=C(N(N=C1C1=CC=C(C=C1)Cl)CC1=CC=C(C=C1)C1=NOC(=N1)C(F)(F)F)C#N